O=C1OC([C@H]([C@@H]1NC(=O)OCC1=CC=CC=C1)NC(=O)[O-])=O benzyl (3S,4S)-2,5-dioxotetrahydrofuran-3,4-biscarbamate